N-vinyl-laurolactam C(=C)N1C(CCCCCCCCCCC1)=O